bis-(β-hydroxyethoxy-ethyl) terephthalate C(C1=CC=C(C(=O)OCCOCCO)C=C1)(=O)OCCOCCO